C(C1=CC=CC=C1)[C@@H]1N(C(OC1([2H])[2H])=O)C(\C=C\C1=C(C=CC=C1)C(F)(F)F)=O (S,E)-4-benzyl-3-(3-(2-Trifluoromethylphenyl)acryloyl)oxazolidin-2-one-5,5-d2